ClC1=C(C=C(C[C@]2(C[C@H](CC2)NS(=O)(=O)C)C(=O)[O-])C=C1)C1=NC=C(C=N1)F (1R,3S)-1-(4-chloro-3-(5-fluoropyrimidin-2-yl)benzyl)-3-(methylsulfonamido)cyclopentane-1-carboxylate